tert-butyl (3-(3-chlorobenzyl)-1-((trans)-3-hydroxycyclobutyl)-1H-pyrazolo[3,4-d]pyrimidin-4-yl)carbamate ClC=1C=C(CC2=NN(C3=NC=NC(=C32)NC(OC(C)(C)C)=O)[C@@H]3C[C@H](C3)O)C=CC1